(S)-5-(Hydroxymethyl)-4,5-dimethyl-2-(((6-((2-(methylamino)-6-(trifluoromethyl)pyridin-3-yl)oxy)pyridin-3-yl)methyl)amino)-4,5,9,10-tetrahydro-6H,8H-pyrido[3,2,1-de]pteridin-6-one OC[C@]1(C(N2C3=C(N=C(N=C3N1C)NCC=1C=NC(=CC1)OC=1C(=NC(=CC1)C(F)(F)F)NC)CCC2)=O)C